(1R,3S)-3-(3-{[(3-methyl-1,2-oxazol-5-yl)acetyl]-amino}-1H-pyrazol-5-yl)-cyclopentyl (2S)-2-meth-ylpyrrolidine-1-carboxylate C[C@@H]1N(CCC1)C(=O)O[C@H]1C[C@H](CC1)C1=CC(=NN1)NC(CC1=CC(=NO1)C)=O